C1(=CC=C(C=C1)CO[C@@H]1C[C@H](NC1)C(=O)O)C (2S,4R)-4-(p-tolylmethoxy)pyrrolidine-2-carboxylic acid